tert-butyl 6-(1-(2,2-difluoroethyl)-1H-pyrazolo[3,4-b]pyrazin-6-yl)-2,6-diazaspiro[3.4]octane-2-carboxylate FC(CN1N=CC=2C1=NC(=CN2)N2CC1(CN(C1)C(=O)OC(C)(C)C)CC2)F